ClC1=CC=C(C=C1)C=1SC(=CN1)[C@H]1[C@@H](C1)N trans-2-(2-(4-chlorophenyl)thiazol-5-yl)cyclopropylamine